OCC1CC(C1)OS(=O)(=O)C1=CC=C(C)C=C1 4-toluenesulfonic acid [3-(hydroxymethyl) cyclobutyl] ester